[C@@H]12N(C[C@@H](NC1)C2)C2=C(C=C(C(=C2)CN2CCOCC2)F)C=2C(=NC(=NC2)C2=C(C=CC=C2OC)F)C(=O)N (2-((1S,4S)-2,5-diazabicyclo[2.2.1]hept-2-yl)-5-fluoro-4-(morpholinomethyl)phenyl)-2-(2-fluoro-6-methoxyphenyl)pyrimidine-4-carboxamide